16-fluoro-5-(4-methylpiperazin-1-yl)-7,11-dioxa-19,22,23-triazapentacyclo[16.5.2.12,6.012,17.021,24]hexacosa-1(23),2(26),3,5,12,14,16,18,20,24-decaene FC=1C=CC=C2OCCCOC3=C(C=CC(C4=NNC5=CN=C(C12)C=C45)=C3)N3CCN(CC3)C